N1(CCNCC1)C=1C=CC=2N(C1)N=CC2N2C(NC(CC2)=O)=O 1-(6-piperazine-1-ylpyrazolo[1,5-a]pyridin-3-yl)hexahydropyrimidine-2,4-dione